N1(CCOCC1)C1(CC1)C1CCNCC1 4-[1-(morpholin-4-yl)cyclopropyl]piperidin